CC1=NC(=CC(=N1)NC1=CC(=C(N=N1)C(=O)NOCC)NC1=C(C(=CC=C1)C1=NC=CC=N1)OC)C 6-((2,6-dimethyl-pyrimidin-4-yl)amino)-N-ethoxy-4-((2-methoxy-3-(pyrimidin-2-yl)-phenyl)amino)pyridazine-3-carboxamide